Tri(3,5-dimethyl-3-hexyl)citrat CC(CC)(CC(C)C)C(C(C(C(=O)[O-])(C(CC)(CC(C)C)C)C(CC)(CC(C)C)C)(O)C(=O)[O-])C(=O)[O-]